C(C1=CC=CC=C1)OC=1C=C(C=C(C1Br)OCC1=CC=CC=C1)CO (3,5-Bis(benzyloxy)-4-bromophenyl)methanol